C(C)N1C2(C3=C(C1=O)C=C(S3)C3=NC(=NC=C3F)NC3=NC=C(C=C3)C3CCN(CC3)C)CCCC2 5'-Ethyl-2'-(5-fluoro-2-((5-(1-methylpiperidin-4-yl)pyridin-2-yl)amino)pyrimidin-4-yl)spiro[cyclopentane-1,6'-thieno[2,3-c]pyrrol]-4'(5'H)-one